OC(=O)C(F)(F)F.NCCONC(=O)[C@H]1N2C(N([C@H](CC1)C2)OS(=O)(=O)OCC(C(=O)OCCCCCC)(C)C)=O hexyl 3-(((((2S,5R)-2-((2-aminoethoxy)carbamoyl)-7-oxo-1,6-diazabicyclo[3.2.1]octan-6-yl)oxy)sulfonyl)oxy)-2,2-dimethylpropanoate TFA salt